NC1=C(C=CC(=C1)NCC1=CC=C(C=C1)C(F)(F)F)NC(C(C(CCCCCC)F)F)=O N-(2-amino-4-((4-(trifluoromethyl)benzyl)amino)phenyl)-2,3-difluorononanamide